C(C)(=O)N1CC[C@@H]2N(C([C@H](C1)NC(=O)C=1NC3=CC=C(C=C3C1)C(F)(F)P(O)(O)=O)=O)[C@@H](CC2)C(N(C)C2CN(C2)C(C)=O)=O ((2-(((5S,8S,10aR)-3-acetyl-8-((1-acetylazetidin-3-yl)(methyl)carbamoyl)-6-oxodeca-hydropyrrolo[1,2-a][1,5]diazocin-5-yl)carbamoyl)-1H-indol-5-yl)difluoromethyl)phosphonic acid